2,8-dimethylimidazo[1,2-a]pyridin-6-amine CC=1N=C2N(C=C(C=C2C)N)C1